6-fluoro-1-(4-fluorophenyl)-4-oxo-1,4-dihydroquinoline-3-carboxylic acid FC=1C=C2C(C(=CN(C2=CC1)C1=CC=C(C=C1)F)C(=O)O)=O